C(C)OC(=O)C=1C(=NC(=NC1)SC)NC1CCC(CC1)NC(=O)OC(C)(C)C.NC=1C(=C(C(=C(C1)C1=CC=CC=C1)N)N)N tetraaminobiphenyl Ethyl-2-(methylsulfanyl)-4-{[(1r,4r)-4-[(tert-butoxycarbonyl)amino]cyclohexyl]amino}pyrimidine-5-carboxylate